(trimethylammonio)ethyl hydrogen phosphate P(=O)(OCC[N+](C)(C)C)(O)[O-]